C(C1=CC=CC=C1)N1CCC2(CC1)C(CCC1=CC=CC=C12)=O 1'-benzyl-3,4-dihydro-2H-spiro[naphthalene-1,4'-piperidin]-2-one